methyl 2-cyclopropyl-2-(2-(5-(3,5-dichloro-4-fluorophenyl)-5-(trifluoromethyl)-4,5-dihydroisoxazol-3-yl)-2,3-dihydro-1H-pyrrolo[3,4-c]pyridine-6-carboxamido)propanoate C1(CC1)C(C(=O)OC)(C)NC(=O)C1=CC2=C(C=N1)CN(C2)C2=NOC(C2)(C(F)(F)F)C2=CC(=C(C(=C2)Cl)F)Cl